2-(4-cyclopropyl-6-methoxypyrimidin-5-yl)-4-((4-(1-isopropyl-4-(trifluoromethyl)-1H-imidazol-2-yl)benzyl)oxy)-6,7-dihydro-5H-pyrrolo[2,3-d]pyrimidine C1(CC1)C1=NC=NC(=C1C=1N=C(C2=C(N1)NCC2)OCC2=CC=C(C=C2)C=2N(C=C(N2)C(F)(F)F)C(C)C)OC